CC1=NC2=C(N1C=1N=C(C3=C(N1)C=C(S3)CO)N3CCOCC3)C=CC=C2 (2-(2-methyl-1H-benzimidazol-1-yl)-4-morpholinothieno[3,2-d]pyrimidin-6-yl)methanol